2-(3-methylbenzyl)-6-(methylcarbamoyl)isonicotinic acid tert-butyl ester C(C)(C)(C)OC(C1=CC(=NC(=C1)C(NC)=O)CC1=CC(=CC=C1)C)=O